The molecule is a steroid sulfate oxoanion obtained by deprotonation of the sulfo group of 17-hydroxypregnenolone 3-sulfate. It is a conjugate base of a 17-hydroxypregnenolone 3-sulfate. CC(=O)[C@]1(CC[C@@H]2[C@@]1(CC[C@H]3[C@H]2CC=C4[C@@]3(CC[C@@H](C4)OS(=O)(=O)[O-])C)C)O